4-ethylthiomorpholine 1,1-dioxide C(C)N1CCS(CC1)(=O)=O